BrC=1C=C(C(=NC1)C(=O)OC)OC Methyl 5-bromo-3-methoxypicolinate